C(C1=CC=CC=C1)OC1=CC=C2CCCC(C2=C1)(CCCC=C)CC(=O)OC methyl 2-(7-benzyloxy-1-pent-4-enyl-tetralin-1-yl)acetate